C(C)(C)(C)OC(=O)N1CC=2C(CC1)=C(N(N2)C)OS(=O)(=O)C(F)(F)F 2-methyl-3-(((trifluoromethyl)sulfonyl)oxy)-2,4,5,7-tetrahydro-6H-pyrazolo[3,4-C]pyridine-6-carboxylic acid tert-butyl ester